METHYL-ISOBUTYL-CARBINOL CC(O)CC(C)C